(S)-N-(4-methyl-1-morpholino-1-oxopent-2-yl)-3-(phenylsulfonyl)propanamide CC(C[C@@H](C(=O)N1CCOCC1)NC(CCS(=O)(=O)C1=CC=CC=C1)=O)C